[Ce].[Ni].[Ru].C(CCC)[C@](C(=O)N)(O)C |r| racemic-n-butyl-lactamide ruthenium-nickel-cerium